FC1(N(N(C(=C1C(=O)O)CC)C=1C=NC=NC1)F)F trifluoro-5-ethyl-1-(pyrimidin-5-yl)-1H-pyrazole-4-carboxylic acid